FC12CC(C1)(C2)CN(C(OC(C)(C)C)=O)CC=2C=CC=1N(C2)C=C(N1)CC(NNC(=O)C=1C=NC=C(C1)N1CCCC1)=O Tert-butyl N-[(3-fluoro-1-bicyclo[1.1.1]pentyl)methyl]-N-[[2-[2-oxo-2-[2-(5-pyrrolidin-1-yl pyridin-3-carbonyl)hydrazino]ethyl]imidazo[1,2-a]pyridin-6-yl]methyl]carbamate